C(C)N(CCN(CC)CC)CC 1,2-bis(diethylamino)ethane